FC1([C@H](CN(CC1)C(C(=O)NC1=NC=C(C=C1F)OC1=CC=C(C=C1)F)C)C1=CNC(C=C1)=O)F 2-((S)-4,4-difluoro-3-(6-oxo-1,6-dihydropyridin-3-yl)piperidin-1-yl)-N-(3-fluoro-5-(4-fluorophenoxy)pyridin-2-yl)propionamide